tert-butyl (S)-(2-hydroxy-2-phenylethyl)carbamate O[C@H](CNC(OC(C)(C)C)=O)C1=CC=CC=C1